Cl.FC1(C[C@H](CNC1)N1S(C(CC1)C)(=O)=O)F 2-[(3R)-5,5-difluoropiperidin-3-yl]-5-methyl-1λ6,2-thiazolidine-1,1-dione, hydrochloride salt